CC1(N(C(N(C1=O)C1=CC(=C(C#N)C=C1)C(F)(F)F)=O)CCNC=1C=C2C=CN=CC2=CC1)C 4-(4,4-dimethyl-2,5-dioxo-3-(2-(isoquinolin-6-ylamino)ethyl)imidazolin-1-yl)-2-(trifluoromethyl)benzonitrile